N-(3-bromo-4-methoxybenzylidene)-2-methylpropane-2-sulfinamide BrC=1C=C(C=NS(=O)C(C)(C)C)C=CC1OC